(E)-3-(4-(5-carbamoyl-7-(3-morpholinopropoxy)-2-(pyrimidine-4-carboxamido)-1H-benzo[d]imidazol-1-yl)but-2-en-1-yl)-2-(pyrimidine-4-carboxamido)-3H-imidazo[4,5-b]pyridine-6-carboxamide C(N)(=O)C1=CC2=C(N(C(=N2)NC(=O)C2=NC=NC=C2)C/C=C/CN2C(=NC=3C2=NC=C(C3)C(=O)N)NC(=O)C3=NC=NC=C3)C(=C1)OCCCN1CCOCC1